C(C)(C)NC(C=1C=C(C=CC1)NC(=O)C=1N(N=C(C1)C(F)(F)F)C1=CC(=CC=C1)CN)C1=CC=CC=C1 2-(3-Aminomethyl-phenyl)-5-trifluoromethyl-2H-pyrazole-3-carboxylic acid [3-(isopropylamino-phenyl-methyl)-phenyl]-amide